F[P-](F)(F)(F)(F)F.C1(=CC=C(C=C1)[S+](C1=CC=CC=C1)C1=CC=CC=C1)C 4-tolyl-diphenylsulfonium hexafluorophosphate